ClC1=C(C=CC=C1F)[C@@H]1N(OCC1)C1=CC(=NC=N1)NC=1C(=CC(=C(C1)NC(C=C)=O)N1CCC(CC1)N1[C@H](CN(CC1)C1CC1)C)OC N-(5-((6-((R)-3-(2-chloro-3-fluorophenyl)isoxazolidine-2-yl)pyrimidine-4-yl)amino)-2-(4-((S)-4-cyclopropyl-2-methylpiperazine-1-yl)piperidine-1-yl)-4-methoxyphenyl)acrylamide